5-((2-ethyl-3,4-difluorophenyl)-amino)-N-(6-meth-oxy-2-methylpyridin-3-yl)-2-(tri-fluoromethyl)isonicotinamide C(C)C1=C(C=CC(=C1F)F)NC1=CN=C(C=C1C(=O)NC=1C(=NC(=CC1)OC)C)C(F)(F)F